4-(4-Acryloylpiperazin-1-yl)-7-(2-amino-7-fluorobenzo[d]thiazol-4-yl)-6-chloro-2-(1-(2-(Dimethylamino)ethyl)-1H-pyrazol-5-yl)-8-fluoroquinoline-3-carbonitrile C(C=C)(=O)N1CCN(CC1)C1=C(C(=NC2=C(C(=C(C=C12)Cl)C1=CC=C(C2=C1N=C(S2)N)F)F)C2=CC=NN2CCN(C)C)C#N